4-[[2-fluoro-3-methoxybenzyl]amino]-2-[[1-(2-methoxyethyl)-1H-pyrazol-4-yl]amino]pyrimidin-5-carboxamide FC1=C(CNC2=NC(=NC=C2C(=O)N)NC=2C=NN(C2)CCOC)C=CC=C1OC